6-bromo-3-[[4-(trifluoromethoxy)phenoxy]methyl]-1,2-benzothiazole BrC1=CC2=C(C(=NS2)COC2=CC=C(C=C2)OC(F)(F)F)C=C1